ClC1=CC(=C(C(=O)Cl)C=C1Cl)F 4,5-Dichloro-2-fluorobenzoyl chloride